Methyl 2-(3-(4-methylpiperazine-1-yl)phenyl)acetate CN1CCN(CC1)C=1C=C(C=CC1)CC(=O)OC